ClC1=CC=C2[C@@](CCOC2=C1)(C(OC)OC)COC1=C(C=C(C(=O)OC(C)(C)C)C=C1)[N+](=O)[O-] (R)-TERT-BUTYL 4-((7-CHLORO-4-(DIMETHOXYMETHYL)CHROMAN-4-YL)METHOXY)-3-NITROBENZOATE